FC1=CC=C(C=C1)C1=NOC(=N1)C1CCC12CCN(CC2)C(CC2=NC(=NO2)C)=O 1-(1-(3-(4-fluorophenyl)-1,2,4-oxadiazol-5-yl)-7-azaspiro[3.5]nonan-7-yl)-2-(3-methyl-1,2,4-oxadiazol-5-yl)ethan-1-one